FC=1C(=C(C=C(C1)[N+](=O)[O-])O)OC fluoro-2-methoxy-5-nitrophenol